BrC1=CC=CC=2OC(OC21)(C)C2=C(C=C(C=C2)C)Cl 4-Bromo-2-(2-chloro-4-methylphenyl)-2-methylbenzo[d][1,3]dioxole